NC=1N=C(C2=C(N1)CN(CC2)C2=CC=CC=C2)NC2=C(C=CC=C2)O 2-((2-Amino-7-phenyl-5,6,7,8-tetrahydropyrido[3,4-d]pyrimidin-4-yl)amino)phenol